C(CC1=CC=CC=C1)OC=1C=C2C(=CN1)NC=C2 5-phenethyloxy-1H-pyrrolo[2,3-c]Pyridine